N,N-dimethylbutylammonium bisulfate S([O-])(O)(=O)=O.C[NH+](C)CCCC